N-[3-(azepan-1-yl)-4-[4-(1,3-oxazol-2-ylmethyl)-2-phenylpiperazine-1-carbonyl]phenyl]cyclopropanecarboxamide tert-butyl-6-(tosyloxy)-2-azaspiro[3.3]heptane-2-carboxylate C(C)(C)(C)OC(=O)N1CC2(C1)CC(C2)OS(=O)(=O)C2=CC=C(C)C=C2.N2(CCCCCC2)C=2C=C(C=CC2C(=O)N2C(CN(CC2)CC=2OC=CN2)C2=CC=CC=C2)NC(=O)C2CC2